(R)-2-amino-N4-ethyl-N1-((R)-4-phenyl-1-(4,4,5,5-tetramethyl-1,3,2-dioxaborolan-2-yl)butyl)succinamide hydrochloride Cl.N[C@@H](C(=O)N[C@@H](CCCC1=CC=CC=C1)B1OC(C(O1)(C)C)(C)C)CC(=O)NCC